CN1C(C2=C(C=CC(=C2C=N1)N(C1CC2(CN(C2)C(=O)OC(C)(C)C)C1)C=O)C)=O tert-butyl 6-[(2,8-dimethyl-1-oxo-phthalazin-5-yl)-formyl-amino]-2-azaspiro[3.3]heptane-2-carboxylate